2-[(2,4-dimethoxyphenyl)methylamino]-8-[4-[2-(dimethylamino)ethyl-methyl-amino]phenyl]-6-(5-methyl-3,4-dihydro-2H-quinoxalin-1-yl)pyrido[2,3-d]pyrimidin-7-one COC1=C(C=CC(=C1)OC)CNC=1N=CC2=C(N1)N(C(C(=C2)N2CCNC1=C(C=CC=C21)C)=O)C2=CC=C(C=C2)N(C)CCN(C)C